O.O.O.C(CCC(=O)O)(=O)O.C(CCC(=O)O)(=O)O.C(CN)N Ethylenediamine disuccinic acid trihydrate